C1(=CC=CC=C1)[Se]CC(C1=CC=C(C=C1)C(F)(F)F)N1S(C2=C(C1=O)C=CC=C2)(=O)=O 2-(2-(phenylselanyl)-1-(4-(trifluoromethyl)phenyl)ethyl)benzo[d]isothiazol-3(2H)-one 1,1-dioxide